3-(2-(azetidine-1-carbonyl)-8-(bis(4-methoxybenzyl)amino)-[1,2,4]triazolo[1,5-a]pyrazin-6-yl)benzonitrile N1(CCC1)C(=O)C1=NN2C(C(=NC(=C2)C=2C=C(C#N)C=CC2)N(CC2=CC=C(C=C2)OC)CC2=CC=C(C=C2)OC)=N1